bis-(6-hydroxyhexyl) ether OCCCCCCOCCCCCCO